N1C=C(C2=CC=CC=C12)CCN1C(CCC1)C(CC)=O 1-{1-[2-(1H-indol-3-yl)ethyl]pyrrolidin-2-yl}propan-1-one